FC1=CC2=C(N=C(O2)N2CC3=CC=C(C(=C3C[C@H]2C(=O)OC)OCC2=CC=C(C=C2)C)OC)C=C1 methyl (S)-2-(6-fluorobenzo[d]oxazol-2-yl)-6-methoxy-5-((4-methylbenzyl) oxy)-1,2,3,4-tetrahydroisoquinoline-3-carboxylate